FC=1C=C(C=CC1F)N1C(=C(C2=C(C(=CC=C12)F)O)C1=CC=C(C(=O)O)C=C1)C(COC)(C)C 4-[1-(3,4-difluorophenyl)-5-fluoro-4-hydroxy-2-(2-methoxy-1,1-dimethyl-ethyl)indol-3-yl]benzoic acid